(S)-3-(5-(4-((1-(6-((1S,2R)-2-cyclohexyl-6-hydroxy-1,2,3,4-tetrahydronaphthalen-1-yl)pyridin-3-yl)piperidin-4-yl)methyl)piperazin-1-yl)-1-oxoisoindolin-2-yl)piperidine-2,6-dione C1(CCCCC1)[C@@H]1[C@@H](C2=CC=C(C=C2CC1)O)C1=CC=C(C=N1)N1CCC(CC1)CN1CCN(CC1)C=1C=C2CN(C(C2=CC1)=O)[C@@H]1C(NC(CC1)=O)=O